C1(=CC=CC=C1)CCCC 1-Phenylbutan